bis(2-naphthyl)-p-phenylenediamine C1=C(C=CC2=CC=CC=C12)NC1=CC=C(C=C1)NC1=CC2=CC=CC=C2C=C1